C(C)(C)(C)OC(=O)N1CCCC2=C1N=C(N=C2NCC2=CC=CC=C2)N2C(=CC1=C(C=CC=C21)C(=O)OC)C 4-(benzylamino)-2-(4-(methoxycarbonyl)-2-methyl-1H-indol-1-yl)-6,7-dihydropyrido[2,3-d]pyrimidine-8(5H)-carboxylic acid tert-butyl ester